3-(4-(chloromethyl)-3-fluorophenyl)-1-methyl-1H-pyrazole ClCC1=C(C=C(C=C1)C1=NN(C=C1)C)F